anthraquinone dichloride [Cl-].[Cl-].C1=CC=CC=2C(C3=CC=CC=C3C(C12)=O)=O